FC=1C(=NC(=NC1)N1CC=CC=2CN(CCC12)C(C)C)C1=CC2=C(N=C(N2C(C)C)C)C(=C1)F N-(5-fluoro-4-(7-fluoro-3-isopropyl-2-methyl-benzimidazol-5-yl)pyrimidin-2-yl)-6-isopropyl-7,8-dihydro-5H-1,6-naphthyridin